FCC(=O)OS(=O)(=O)C(F)(F)F.[Li] lithium trifluoromethanesulfonyl fluoroacetate